FC(C(=O)O)(F)F.COC(=O)C12CC(C1)(C2)N 3-aminobicyclo[1.1.1]pentane-1-carboxylic acid methyl ester trifluoroacetate